COC=1C=C(C=C(C1OC)OC)N1C=2N(CCC1)N=C(N2)N 4-(3,4,5-trimethoxyphenyl)-4,5,6,7-tetrahydro-[1,2,4]triazolo[1,5-a]pyrimidin-2-amine